carbon diboron [B].[B].[C]